8-[(2s,5r)-4-[(4-fluorophenyl)(1-methyl-1H-imidazol-2-yl)methyl]-2,5-dimethylpiperazin-1-yl]-5-methyl-6-oxo-5,6-dihydro-1,5-naphthyridine-2-carbonitrile FC1=CC=C(C=C1)C(N1C[C@@H](N(C[C@H]1C)C1=CC(N(C=2C=CC(=NC12)C#N)C)=O)C)C=1N(C=CN1)C